N-(4-(2-chlorophenyl)thiazol-2-yl)-5-(4-(3-hydroxypropanoyl)piperazin-1-yl)picolinamide ClC1=C(C=CC=C1)C=1N=C(SC1)NC(C1=NC=C(C=C1)N1CCN(CC1)C(CCO)=O)=O